OCCOC1=C(C=CC=C1)C1CCN(CC1)C1CC2(CN(C2)C=O)CC1 (6-(4-(2-(2-hydroxyethoxy)phenyl)piperidin-1-yl)-2-azaspiro[3.4]oct-2-yl)methanone